COC(CCC(C(C)NCC(F)(F)F)C1=CC(=CC=C1)Cl)=O 4-(3-chlorophenyl)-5-((2,2,2-trifluoroethyl)amino)hexanoic acid methyl ester